ClC=1C(=C(NC2=C(NC3=C2C(NCC3)=O)C3=C(C=NC=C3)OC[C@@H]3OCC(OC3)(C)C)C=CC1)C 3-(3-Chloro-2-methylanilino)-2-(3-{[(2S)-5,5-dimethyl-1,4-dioxan-2-yl]methoxy}pyridin-4-yl)-1,5,6,7-tetrahydro-4H-pyrrolo[3,2-c]pyridin-4-one